carbon platinum-rhenium [Re].[Pt].[C]